FC1=C(C(=C(C=C1C1=NC2=C(N1C1(COC1)C)C=C(C=C2)C2=CC=NN2C)OC)O)O 3-fluoro-6-methoxy-4-(6-(1-methyl-1H-pyrazol-5-yl)-1-(3-methyloxetan-3-yl)-1H-benzo[d]imidazol-2-yl)benzene-1,2-diol